Potassium Hypoiodite I[O-].[K+]